3-(4-(1-((4-fluoropiperidin-4-yl)methyl)piperidin-4-yl)-3-methyl-2-oxo-2,3-diHydro-1H-benzo[d]imidazol-1-yl)piperidine-2,6-dione FC1(CCNCC1)CN1CCC(CC1)C1=CC=CC=2N(C(N(C21)C)=O)C2C(NC(CC2)=O)=O